O1C(OC2=C1C=CC=C2)C(=O)C2=CC=CC=C2 benzo[d][1,3]dioxolyl-(phenyl)methanone